2-((5-(4-fluorobenzyl)-4-methylthiazol-2-yl)amino)-2-oxoethyl dimethylsulfamate CN(S(OCC(=O)NC=1SC(=C(N1)C)CC1=CC=C(C=C1)F)(=O)=O)C